CC1=NC(=NC=C1)C1C(C1)C=1C=C2C=C(C=NC2=CC1)NCC=1N=C2N(C=CC=C2N2C(NC(C2)=O)=O)C1 (2-(((6-(2-(4-methylpyrimidin-2-yl)cyclopropyl)quinolin-3-yl)amino)methyl)imidazo[1,2-a]pyridin-8-yl)imidazolidine-2,4-dione